2-(((6-(2-chloro-2'-methyl-3'-((2-methylpyrido[3,2-d]pyrimidin-4-yl)amino)-[1,1'-biphenyl]-3-yl)-2-methoxypyridin-3-yl)methyl)amino)ethan-1-ol ClC1=C(C=CC=C1C1=CC=C(C(=N1)OC)CNCCO)C1=C(C(=CC=C1)NC=1C2=C(N=C(N1)C)C=CC=N2)C